(S)-2-[6-chloro-2-(2-methoxyacetyl)-1,2,3,4-tetrahydroisoquinolin-8-yl]pyrrolidine-1-carboxylic acid tert-butyl ester C(C)(C)(C)OC(=O)N1[C@@H](CCC1)C=1C=C(C=C2CCN(CC12)C(COC)=O)Cl